Cl.S=O monothioether hydrochloride